COC(=O)N1C(CCC2=C3C(=CC=C12)N(C=N3)[C@H]3C[C@@H](CCC3)C(=O)OC)C 3-[(1R,3R)-3-(methoxycarbonyl)cyclohexyl]-7-methyl-3H,6H,7H,8H,9H-imidazo[4,5-f]Quinoline-6-carboxylic acid methyl ester